ClC1=CC(=C(C=O)C=C1)OC1=CC=C(C=C1)N1C=NC(=C1C)CN1CCOCC1 4-chloro-2-(4-(5-methyl-4-(morpholinomethyl)-1H-imidazol-1-yl)phenoxy)benzaldehyde